BrC1=C(C=CC(=C1)Cl)N1N=NC(=C1C(=O)OCC)C(F)F ethyl 1-(2-bromo-4-chlorophenyl)-4-(difluoromethyl)-1H-1,2,3-triazole-5-carboxylate